1-(5-((4,5-difluoro-3',6'-dihydro-[3,4'-bipyridin]-1'(2'h)-yl)methyl)-1-oxoisoindolin-2-yl)dihydropyrimidine-2,4(1h,3h)-dione FC1=C(C=NC=C1F)C=1CCN(CC1)CC=1C=C2CN(C(C2=CC1)=O)N1C(NC(CC1)=O)=O